ruthenium (II) dichloro(cycloocta-1,5-diene) ruthenium (II) [Ru+2].ClC1=C(CCC=CCC1)Cl.[Ru+2]